COCCOC=1C=C(C=O)C=CC1OCCOC 3,4-bis(2-methoxyethoxy)benzaldehyde